Tert-butyl (11S,11aS)-8-((3-(bromomethyl)benzyl)oxy)-7-methoxy-5-oxo-11-((tetrahydro-2H-pyran-2-yl)oxy)-2,3,11,11a-tetrahydro-1H-benzo[e]pyrrolo[1,2-a][1,4]diazepine-10(5H)-carboxylate BrCC=1C=C(COC=2C(=CC3=C(N([C@H]([C@H]4N(C3=O)CCC4)OC4OCCCC4)C(=O)OC(C)(C)C)C2)OC)C=CC1